N1=C(N=CC=C1)N1CC2=C(CC1)NC=N2 5-(pyrimidin-2-yl)-4,5,6,7-tetrahydro-1H-imidazo[4,5-c]pyridine